C(CCCCCCCCCCCCCCCCCCCCCC)(=O)OCCCCCCCCCCCC Lauryl tricosylate